(S)-1-(2-Ethynylthiazol-4-yl)-3-(3-hydroxy-1-oxo-1-(7-azaspiro[3.5]nonan-7-yl)propan-2-yl)urea C(#C)C=1SC=C(N1)NC(=O)N[C@H](C(N1CCC2(CCC2)CC1)=O)CO